BrC=1C(=NC(=NC1)NC1=C(C=C(C(=C1)C)N1CCC(CC1)N1CCN(CC1)C)Cl)NC1=C(C2=C(OCO2)C=C1)N(S(=O)(=O)C)C N-(5-((5-bromo-2-((2-chloro-5-methyl-4-(4-(4-methylpiperazin-1-yl)piperidine-1-yl)phenyl)amino)pyrimidin-4-yl)amino)benzo[d][1,3]dioxol-4-yl)-N-methylmethanesulfonamide